Cl.FC=1C=CC2=C(CCO2)C1CNC1=NC=C(C=2N1C=C(N2)C#N)C2=CC(=NN2C)CNC 5-(((5-fluoro-2,3-dihydrobenzofuran-4-yl)methyl)amino)-8-(1-methyl-3-((methylamino)methyl)-1H-pyrazol-5-yl)imidazo[1,2-c]pyrimidine-2-carbonitrile hydrochloride salt